1-indanone methyl-formate COC=O.C1(CCC2=CC=CC=C12)=O